FC(C1=NC(=NO1)N[C@@H]1C[C@H](CC1)NC1=CC=C(C=N1)N1N=CC=CC1=O)(F)F 2-(6-(((1S,3S)-3-((5-(trifluoromethyl)-1,2,4-oxadiazol-3-yl)amino)cyclopentyl)amino)pyridin-3-yl)pyridazin-3(2H)-one